NC1CCC(CC1)NC1=NC2=C(C=C(C=C2C=N1)C1=CC=C2C(=NC=NN21)NS(=O)(=O)C2=C(C=CC=C2)Cl)CC N-(7-(2-(((1r,4r)-4-aminocyclohexyl)amino)-8-ethylquinazolin-6-yl)pyrrolo[2,1-f][1,2,4]triazin-4-yl)-2-chlorobenzenesulfonamide